2-((5,8-dioxaspiro[3.4]octan-2-yl)methyl)-3-((4-chloro-1-methyl-1H-pyrazol-5-yl)methyl)-1,1-dimethylisoindoline C1C(CC12OCCO2)CN2C(C1=CC=CC=C1C2CC2=C(C=NN2C)Cl)(C)C